ClC=1C=NC2=CC=C(C=C2C1)C1=CN=C(N1)[C@H](CCCCCC(CC)=O)NC(=O)[C@H]1CC12CCN(CC2)C (S)-N-((S)-1-(5-(3-chloroquinolin-6-yl)-1H-imidazol-2-yl)-7-oxononyl)-6-methyl-6-azaspiro[2.5]octane-1-carboxamide